C(C)C1N(C(C(=C1)O)=O)C[C@@H]1OCCC1 |r| ethyl-4-hydroxy-5-oxo-1-[(±)-tetrahydrofuran-2-ylmethyl]-2,5-dihydro-1H-pyrrole